BrC1C(=C(C(=O)O)C=CC1(Br)Br)C 3-bromo-4,4-dibromo-methylbenzoic acid